OC=1C=C(C=C(C1)O)C(=O)C1=CC=CC=C1 (3,5-dihydroxyphenyl)-phenyl ketone